ClC1=CC(=C(C=C1)C1CC=C(C2=C(O1)C=CC=C2)C2=CC=C(C=C2)CC2CN(C2)CCCF)C (4-Chloro-2-methylphenyl)-5-(4-((1-(3-fluoropropyl)azetidin-3-yl)methyl)phenyl)-2,3-dihydrobenzo[b]oxepin